ClC=1C(=C2C(=NC1)NC(=N2)C2=C(N(C(=C2)C)C=2C=C(C=CC2C)CS(=O)(=O)N)C)N[C@@H]2CN(CC2)S(=O)(=O)CC (3-(3-(6-chloro-7-(((S)-1-(ethylsulfonyl)pyrrolidin-3-yl)amino)-3H-imidazo[4,5-b]pyridin-2-yl)-2,5-dimethyl-1H-pyrrol-1-yl)-4-methylphenyl)methylsulfonamide